[Ni].N1=CN=CC=C1 pyrimidine nickel